i-butyl-tris(t-butoxy)tin C(C(C)C)[Sn](OC(C)(C)C)(OC(C)(C)C)OC(C)(C)C